C(C)(C)(C)OC(NC1CCN(CC1)S(=O)(=O)C1=CC(=CC=C1)Br)=O (1-((3-bromophenyl)sulfonyl)piperidin-4-yl)carbamic acid tert-butyl ester